1-(pyridine-3-yl)ethan-1-one N1=CC(=CC=C1)C(C)=O